C/C=C/1\C(C2=NC1=CC3=C(C4=C([N-]3)C(=C5C(C(C(=N5)C=C6C(=C(C(=C2)[N-]6)C(=O)C)C)C)CCC(=O)OC/C=C(\C)/CCCC(C)CCCC(C)CCCC(C)C)C(C4=O)C(=O)OC)C)C.[Mg+2] bacteriochlorophyll b